SCCC(=O)OCC(COC(CCS)=O)(COC(CCS)=O)COC(CCS)=O Pentaerythritol tetrakis-(3-mercaptopropionate)